3-{[9,10-Dihydro-4-(methylamino)-9,10-dioxo-1-anthracenyl]amino}-N,N-dimethyl-N-propyl-1-propanaminium CNC1=CC=C(C=2C(C3=CC=CC=C3C(C12)=O)=O)NCCC[N+](CCC)(C)C